CC(CCC(C#CC1=CC=CC=C1)(O)C1=CC=CC=C1)=C 6-methyl-1,3-diphenylhept-6-en-1-yn-3-ol